1-phenyl-3-(2-methylphenyl)-1-propanone C1(=CC=CC=C1)C(CCC1=C(C=CC=C1)C)=O